tert-butyl 4-[4-(tetramethyl-1,3,2-dioxaborolan-2-yl)phenoxy]piperidine-1-carboxylate CC1(C(OB(O1)C1=CC=C(OC2CCN(CC2)C(=O)OC(C)(C)C)C=C1)(C)C)C